6-iodo-3-methyl-1H-imidazo[4,5-b]pyridine IC=1C=C2C(=NC1)N(CN2)C